Ethyl (E)-3-(4-(3-(3-chlorobenzyl)-1,2,4-oxadiazol-5-yl)phenyl)acrylate ClC=1C=C(CC2=NOC(=N2)C2=CC=C(C=C2)/C=C/C(=O)OCC)C=CC1